[2-(2-isopropylphenyl)-5H-pyrrolo[3,2-d]pyrimidin-7-yl]-[4-[1-methyl-4-(trifluoromethyl)imidazol-2-yl]phenyl]methanol C(C)(C)C1=C(C=CC=C1)C=1N=CC2=C(N1)C(=CN2)C(O)C2=CC=C(C=C2)C=2N(C=C(N2)C(F)(F)F)C